CC1=NN(C(=C1CCC(=O)N1CCN(CC1)CC1=CC=C(C=C1)S(=O)(=O)N)C)C=1C=CC=2N(N1)C(=NN2)C 4-((4-(3-(3,5-dimethyl-1-(3-methyl-[1,2,4]triazolo[4,3-b]pyridazin-6-yl)-1H-pyrazol-4-yl)propanoyl)piperazin-1-yl)methyl)benzenesulfonamide